ClC1=CC(=CC=2C3=C(NC12)CCCN3C(=O)OC(C)(C)C)OC tert-butyl 6-chloro-8-methoxy-2,3,4,5-tetrahydro-1H-pyrido[3,2-b]indole-1-carboxylate